C1(=CC=CC=C1)C1(OP(OC1(C1=CC=CC=C1)C1=CC=CC=C1)OC1=C(C=C(C=C1C(C)(C)C)C(C)(C)C)C1=C(C(=CC(=C1)C(C)(C)C)C(C)(C)C)OP(Cl)Cl)C1=CC=CC=C1 4,4,5,5-tetraphenyl-2-((3,3',5,5'-tetra-tert-butyl-2'-((dichlorophosphaneyl)oxy)-[1,1'-biphenyl]-2-yl)oxy)-1,3,2-dioxaphospholane